CP(=O)(C)C1=C(C=CC=C1)NC=1C2=C(N=C(N1)NC=1C(=CC3=C(OC[C@H]4N3CC[C@H](C4)N4CCOCC4)C1)OC)NC=C2 4-((2-(dimethylphosphoryl)phenyl)amino)-2-(((6aS,8R)-2-methoxy-8-morpholino-6,6a,7,8,9,10-hexahydrobenzo[b]pyrido[1,2-d][1,4]oxazin-3-yl)amino)-7H-pyrrolo[2,3-d]pyrimidine